CC1=CC=C(C=C1)S(=O)(=O)OCCOCCOCCN1C(S\C(\C1=O)=C/C1=CC(=C(C=C1)OC1=C(C=C(C=C1)C#N)C(F)(F)F)OC)=O (Z)-2-(2-(2-(5-(4-(4-cyano-2-(trifluoromethyl)phenoxy)-3-methoxybenzylidene)-2,4-dioxothiazolidin-3-yl)ethoxy)ethoxy)ethyl 4-methylbenzenesulfonate